[5-(trifluoromethyl)pyridine-2-yl]piperazine FC(C=1C=CC(=NC1)N1CCNCC1)(F)F